ClC1=CC(=C(CC=2N(C3=CC(=C(C=C3C2)C(=O)NCC2=CC=C(C=C2)S(=O)(=O)CC)F)CCO)C=C1)C(F)(F)F 2-(4-chloro-2-(trifluoromethyl)benzyl)-N-(4-(ethylsulfonyl)benzyl)-6-fluoro-1-(2-hydroxyethyl)-1H-indole-5-carboxamide